Cl.O=C1N(CC2=CC(=CC=C12)N1CCNCC1)C1C(NC(CC1)=O)=O 3-(1-oxo-5-piperazin-1-yl-1,3-dihydro-2H-isoindol-2-yl)piperidine-2,6-dione hydrochloride